C1(CCCC1)NC(=O)C1=CC2=C(N=C(S2)C)C=C1NC(C1=C(C=CC(=C1)C1=NOC2C1CC(C2)CO)OC)=O N-cyclopent-yl-5-(5-(5-(hydroxymeth-yl)-3a,5,6,6a-tetrahydro-4H-cyclopenta[d]isoxazol-3-yl)-2-methoxy-benzamido)-2-methylbenzo[d]thiazole-6-carboxamide